C1(=CC=CC=C1)C1=CC=CC=2S(C3=C(C21)C=CC(=C3)C3=CC=CC=C3)C3=CC=CC=C3 1,5,7-triphenyl-dibenzothiophene